O=C1NC(CCC1N1C(C2=CC=C(C=C2C1=O)CN1CCC(=CC1)C1=C2C=CN=CC2=CC=C1)=O)=O 2-(2,6-dioxopiperidin-3-yl)-5-((4-(isoquinolin-5-yl)-3,6-dihydropyridine-1(2H)-yl)methyl)isoindoline-1,3-dione